5-bromo-2-(7-{[(3R)-1-(2,2-difluoroethyl)piperidin-3-yl]amino}pyrazolo[1,5-d][1,2,4]triazin-4-yl)phenol BrC=1C=CC(=C(C1)O)C=1C=2N(C(=NN1)N[C@H]1CN(CCC1)CC(F)F)N=CC2